C(=O)(O)CCC(=O)C1=CC2=C(S1)C=C(C(=C2)CCCOC2=C(C1=C(SC(=C1)C(C[C@@H](C(=O)O)C)=O)C=C2OC)F)OC (S)-4-(5-(3-(2-(3-carboxypropanoyl)-6-methoxybenzo[b]thiophen-5-yl)propoxy)-4-fluoro-6-methoxybenzo[b]thiophen-2-yl)-2-methyl-4-oxobutanoic acid